(R)-3-(6-bromo-5-fluoro-2-oxo-2,3-dihydro-1H-benzo[d]imidazol-1-yl)pyrrolidine-1-carboxylic acid tert-butyl ester C(C)(C)(C)OC(=O)N1C[C@@H](CC1)N1C(NC2=C1C=C(C(=C2)F)Br)=O